((((2R,3S,4R,5R)-5-(6-chloro-4-((cyclopropylmethyl)(methyl)amino)-1H-pyrazolo[3,4-d]pyrimidin-1-yl)-3,4-dihydroxytetrahydrofuran-2-yl)methoxy)methyl)phosphonic acid ClC1=NC(=C2C(=N1)N(N=C2)[C@H]2[C@@H]([C@@H]([C@H](O2)COCP(O)(O)=O)O)O)N(C)CC2CC2